butyl (2S)-4,4-difluoro-2-methyl-pyrrolidine-1-carboxylate FC1(C[C@@H](N(C1)C(=O)OCCCC)C)F